3-(5-Methylisoxazol-3-yl)-N-(6-(oxetan-3-yl)-5,6,7,8-tetrahydro-1,6-naphthyridin-2-yl)-[1,2,4]triazolo[4,3-b]pyridazine-6-carboxamide CC1=CC(=NO1)C1=NN=C2N1N=C(C=C2)C(=O)NC2=NC=1CCN(CC1C=C2)C2COC2